C1(=CC=CC=C1)C(=C(C1=CC=CC=C1)C1=CC=CC=C1)C1=CC=C(C=C1)NC(=O)C=1COC2=CC=CC=C2C1 N-(4-(1,2,2-triphenylvinyl)phenyl)-2H-chromene-3-carboxamide